decandioL C(CCCCCCCCC)(O)O